O=C1NC(CCC1N1C(C2=CC=C(C=C2C1=O)N1CCN(CC1)CC1CCN(CC1)C1=NC=C(C(=O)O)C=C1)=O)=O 6-(4-((4-(2-(2,6-dioxopiperidin-3-yl)-1,3-dioxoisoindolin-5-yl)piperazin-1-yl)methyl)piperidin-1-yl)nicotinic acid